C(C)N(C(=O)N1C2CNCC1CC2)CC N,N-diethyl-3,8-diazabicyclo[3.2.1]Octane-8-carboxamide